(2R,3R,3aS,7R,8aS,9S,10aR,11S,12R,13aR,13bS,15S,18S,21S,24S,26R,28R,29aS)-methanesulfonate CS(=O)(=O)[O-]